1,4,7,10-tetraazacyclododecaneN N1=CCNCCNCCNCC1